4-Amino-1-(isoquinolin-8-yl)-2-oxo-7-(trifluoromethyl)-1,2-dihydroquinoline-3-carboxylic acid methyl ester COC(=O)C=1C(N(C2=CC(=CC=C2C1N)C(F)(F)F)C=1C=CC=C2C=CN=CC12)=O